O(C=1C=C(C(C(=O)NN)=CC1)C(=O)O)C=1C=C(C(C(=O)NN)=CC1)C(=O)O 4,4'-oxydiphthalic hydrazide